1-(5-(2-methyl-2H-pyrazolo[3,4-b]pyridin-5-yl)thieno[3,2-b]pyridin-2-yl)-3-(trifluoromethoxy)cyclobutanol CN1N=C2N=CC(=CC2=C1)C1=CC=C2C(=N1)C=C(S2)C2(CC(C2)OC(F)(F)F)O